ClP(C1=CC=C(C=C1)[Si](CCCC)(CCCC)CCCC)C1=C(C=CC=C1)SC chloro(2-(methylthio)phenyl)(4-(tributylsilyl)phenyl)phosphine